zirconium cerium-zirconium [Zr].[Ce].[Zr]